C(C)(C)(C)OC(=O)N[C@H](C(=O)OC(C)(C)C)CCSCCC(C)(C1=CC=CC=C1)C (S)-tert-butyl 2-((tert-butoxycarbonyl)amino)-4-((3-methyl-3-phenylbutyl)thio)butanoate